S1C=CC2=C1C(=CC=C2)C2=CC=C1C(=NC(=NC1=C2F)OC[C@H]2N(CCC2)C)N2C[C@@H](N(CC2)C(C(=C)F)=O)CC#N 2-((S)-4-(7-(benzothien-7-yl)-8-fluoro-2-(((S)-1-methylpyrrolidin-2-yl)methoxy)quinazolin-4-yl)-1-(2-fluoroacryloyl)piperazin-2-yl)acetonitrile